OC1=C(C=C(C=C1)C)N1N=C2C(=N1)C=CC(=C2)NC(C(=C)C)=O N-[2-(2-hydroxy-5-methylphenyl)-2H-benzotriazol-5-yl]-2-methyl-2-propenamide